N1N=CC=C1C(=O)N1CCC(CC1)C1=C(C=CC=C1)C(F)(F)F (1H-pyrazol-5-yl)(4-(2-(trifluoromethyl)phenyl)piperidin-1-yl)methanone